4-[3-chloro-6-fluoro-2-[2-[6-(trifluoromethyl)-3-pyridyl]ethyl]phenyl]-5-hydroxy-2,6-dimethyl-pyridazin-3-one ClC=1C(=C(C(=CC1)F)C=1C(N(N=C(C1O)C)C)=O)CCC=1C=NC(=CC1)C(F)(F)F